C1(CCCC1)NC1=CC(=NC=N1)NC1=CC(=C2C(=[N+]1[O-])C1(NC2=O)CCCCC1)C 2'-((6-(cyclopentylamino)pyrimidin-4-yl)amino)-4'-methyl-5'-oxo-5',6'-dihydrospiro[cyclohexane-1,7'-pyrrolo[3,4-b]pyridine] 1'-oxide